phenazine-1,9-diamine C1(=CC=CC2=NC3=CC=CC(=C3N=C12)N)N